C1(CC1)NC(NC1=NC=C(C(=O)NC([2H])([2H])[2H])C(=C1)NC1=CC=CC=2C=3C(CN(C12)C)=NN(N3)C)=O 6-(3-cyclopropylureido)-4-((2,5-dimethyl-4,5-dihydro-2H-[1,2,3]triazolo[4,5-c]quinolin-6-yl)amino)-N-(methyl-d3)nicotinamide